[Fe].[Cu].N1N=NN=C1CC(=O)O tetrazoleacetic acid copper-iron